Bis(6-methyl-1-indenyl)zirconium dichloride [Cl-].[Cl-].CC1=CC=C2C=CC(C2=C1)[Zr+2]C1C=CC2=CC=C(C=C12)C